N-(2-methyl-4-(N-(1-(1-(oxetan-3-yl)piperidin-4-yl)ethyl)sulfamoyl)phenyl)benzamide CC1=C(C=CC(=C1)S(NC(C)C1CCN(CC1)C1COC1)(=O)=O)NC(C1=CC=CC=C1)=O